C(C)(C)(C)C1=C(C(=CC=C1)C)O 2-tertiary butyl-6-methylphenol